FC1=C(C=C(C=C1)F)C1N(CCC1)C1=NC=2N(C=C1)N=CC2 5-(2-(2,5-difluorophenyl)pyrrolidin-1-yl)pyrazolo[1,5-A]pyrimidine